FC=1C=C(C=CC1)C1=NOC(=N1)C=1C=C2C(=NC1)OC([C@@H](C2)O)(C)C (3R)-6-[3-(3-fluorophenyl)-1,2,4-oxadiazol-5-yl]-2,2-dimethyl-3,4-dihydropyrano[2,3-b]pyridin-3-ol